BrC=1C=C2C(C(N(C(C2=CC1)=O)CC1=NC=C(C=C1)C=1OC(=NN1)C(F)F)=O)(C)C 6-Bromo-2-((5-(5-(difluoromethyl)-1,3,4-oxadiazol-2-yl)pyridin-2-yl)methyl)-4,4-dimethylisoquinoline-1,3(2H,4H)-dione